(2S,3S,4S)-1-(2-(3-acetyl-5-(2-methylpyrimidin-5-yl)-1H-indazol-1-yl)acetyl)-3-amino-N-(6-bromopyridin-2-yl)-4-fluoropyrrolidine-2-carboxamide C(C)(=O)C1=NN(C2=CC=C(C=C12)C=1C=NC(=NC1)C)CC(=O)N1[C@@H]([C@@H]([C@H](C1)F)N)C(=O)NC1=NC(=CC=C1)Br